1-(3-((1-(8-Oxabicyclo[3.2.1]octan-3-yl)-5-methyl-4-nitro-1H-pyrazol-3-yl)oxy)propyl)-3,6-dichloro-1H-pyrazolo[3,4-d]pyrimidine C12CC(CC(CC1)O2)N2N=C(C(=C2C)[N+](=O)[O-])OCCCN2N=C(C=1C2=NC(=NC1)Cl)Cl